FC(OC=1C=C(C=CC1)C1=NN(C=2C1=NC=C(C2)C(=O)N[C@@]2(CS(CC2)(=O)=O)C)C2=NC=C(C=N2)F)F (S)-3-(3-(difluoromethoxy)phenyl)-1-(5-fluoropyrimidin-2-yl)-N-(3-methyl-1,1-dioxidotetrahydrothiophen-3-yl)-1H-pyrazolo[4,3-b]pyridine-6-carboxamide